Cl.C(C)(C)(C)NC1CN(CC1)C=1N=NC(=CN1)C1=C(C=C(C=C1)C=1C(=NNC1)F)O 2-{3-[3-(tert-butylamino)pyrrolidin-1-yl]-1,2,4-triazin-6-yl}-5-(3-fluoro-1H-pyrazol-4-yl)phenol hydrochloride